(3R)-tert-butyl 7-(((tert-butyldiphenylsilyl) oxy) methyl)-3-methyl-10-oxo-3,4,7,8,9,10-hexahydropyrido[4',3':3,4]pyrazolo[1,5-a]pyrazine-2(1H)-carboxylate [Si](C1=CC=CC=C1)(C1=CC=CC=C1)(C(C)(C)C)OCC1CNC(C=2N1N=C1C2CN([C@@H](C1)C)C(=O)OC(C)(C)C)=O